BrC=1C=CC2=C(CNS2(=O)=O)C1CO 5-bromo-4-(hydroxymethyl)-2,3-dihydrobenzo[d]isothiazole 1,1-dioxide